OCSCC=1C=CC(=C(C1)S(=O)(=O)N(C)C)C 5-(((hydroxymethyl)thio)methyl)-N,N,2-trimethylbenzenesulfonamide